COC=1C=C(C[C@@H]2[C@@H]([C@H](OC2)C2=CC(=C(C(=C2)OC)OC)OC)COC(\C(=C\C)\C)=O)C=CC1OC (E)-2-methyl-2-butenoic acid ((2S,3R,4R)-4-(3,4-dimethoxybenzyl)-2-(3,4,5-trimethoxyphenyl)tetrahydrofuran-3-yl)methyl ester